2-(2H-benzotriazole-2-yl)-6-decyl-4-methylphenol N=1N(N=C2C1C=CC=C2)C2=C(C(=CC(=C2)C)CCCCCCCCCC)O